3-cyclohexyl-2-methyl-3-oxopropanenitrile C1(CCCCC1)C(C(C#N)C)=O